2-[4-[5-(1-ethylpyridin-1-ium-4-yl)-2-furyl]pyridin-1-ium-1-yl]ethylphosphonic acid C(C)[N+]1=CC=C(C=C1)C1=CC=C(O1)C1=CC=[N+](C=C1)CCP(O)(O)=O